The molecule is an acyl-CoA that results from the formal condensation of the thiol group of coenzyme A with the carboxy group of oscr#31. It derives from an oscr#31. It is a conjugate acid of an oscr#31-CoA(4-). C[C@H]1[C@@H](C[C@H]([C@@H](O1)OCCCCCCCCCCCCCCC/C=C/C(=O)SCCNC(=O)CCNC(=O)[C@@H](C(C)(C)COP(=O)(O)OP(=O)(O)OC[C@@H]2[C@H]([C@H]([C@@H](O2)N3C=NC4=C(N=CN=C43)N)O)OP(=O)(O)O)O)O)O